FC1(OC2=C(O1)C=CC(=C2)C2=NOC(=C2)NC2=NC(=NC=C2)N2CCOCC2)F 3-(2,2-difluorobenzo[d][1,3]dioxol-5-yl)-N-(2-morpholinopyrimidin-4-yl)isoxazol-5-amine